C(C)OC=1C=C(C=CC1OC)[C@@H](CS(=O)(=O)C)N1C(C=2C(C1=O)=CSC2[N+](=O)[O-])=O (S)-5-(1-(3-ethoxy-4-methoxyphenyl)-2-(methylsulfonyl)ethyl)-1-nitro-4H-thieno[3,4-c]-pyrrole-4,6(5H)-dione